ClC1=C(/C=C/C(=O)O)C(=CC=C1)F trans-2-chloro-6-fluoro-cinnamic acid